C1(CC1)C(=O)N1[C@H](CCC2=C(C(=CC=C12)C=1C=NN(C1)C1CS(C1)(=O)=O)OC1=CC=CC=C1)C 3-{4-[(2S)-1-cyclopropanecarbonyl-2-methyl-5-phenoxy-1,2,3,4-tetrahydroquinolin-6-yl]-1H-pyrazol-1-yl}-1λ6-thietane-1,1-dione